ClC\C=C\CCl 1,4-dichloro-(E)-2-butene